7-benzyl-1,5,7,8-tetrahydropyrido[3,4-d]pyrimidine-2,4,6(3H)-trione C(C1=CC=CC=C1)N1CC=2NC(NC(C2CC1=O)=O)=O